(6-(2-(methylsulfonyl)pyrimidin-5-yl)hex-5-ynyl)glycylglycyl-L-phenylalanine CS(=O)(=O)C1=NC=C(C=N1)C#CCCCCNCC(=O)NCC(=O)N[C@@H](CC1=CC=CC=C1)C(=O)O